ClC1=C(C(=O)OC)C=CC(=C1)OC1=CC=CC=2C=C(OC21)CF methyl 2-chloro-4-((2-(fluoromethyl)benzofuran-7-yl)oxy)benzoate